C1=CC(=CN2N3C=C4C(=CN(C=C21)C3)C=CC=C4)C(=O)N 6,13-methanobenzo[g]pyrido[1,2-b][1,2,5]triazonine-3-carboxamide